(R)-[[2-(6-amino-9H-purin-9-yl)-1-methylethoxy]methyl]phosphonic acid bis(isopropoxycarbonyloxymethyl)ester C(C)(C)OC(=O)OCOP(OCOC(=O)OC(C)C)(=O)CO[C@@H](CN1C2=NC=NC(=C2N=C1)N)C